OC=1C=C(C=CC1O)/C=C/CO[C@@H]1CC(C[C@H](C1O)OC\C=C\C1=CC(=C(C=C1)O)O)(C(=O)OC)O Methyl (1R,3R,4S,5R)-3,5-bis{[(2E)-3-(3,4-dihydroxyphenyl) prop-2-enyl] oxy}-1,4-dihydroxycyclohexane-1-carboxylate